8-(isopropylsulfanyl)-1,3,7-trimethyl-1H-purine-2,6(3H,7H)-dione C(C)(C)SC1=NC=2N(C(N(C(C2N1C)=O)C)=O)C